Sodium dodecyl-glycerol C(CCCCCCCCCCC)C(O)C(O)CO.[Na]